POTASSIUM 5,7-DINITRO-[2,1,3]-BENZOXADIAZOL-4-OLATE-3-OXIDE [N+](=O)([O-])C1=C(C=2C(=NO[N+]2[O-])C(=C1)[N+](=O)[O-])[O-].[K+]